C(C(C)(C)C)OCCCCN1C=[N+](C=C1)CCCCOCC(C)(C)C 1,3-bis(4-neopentoxybutyl)imidazolium